F[P-](F)(F)(F)(F)F.C1(=CC=CC=C1)SC1=CC=C(C=C1)[S+](C1=CC=CC=C1)C1=CC=CC=C1.C1(=CC=CC=C1)SC1=CC=C(C=C1)[S+](C1=CC=CC=C1)C1=CC=CC=C1.F[P-](F)(F)(F)(F)F bis[4-(phenylthio)phenyldiphenylsulfonium] hexafluorophosphate